O1COC2=C1C=CC(=C2)C2=CC=CC=C2C(=O)N benzo[d][1,3]dioxolane-5-benzamide